F/C=C(\CNC(OC(C)(C)C)=O)/COC=1C=NC(=NC1)N1C[C@H](CC1)OC tert-Butyl N-[(E)-3-fluoro-2-[[2-[(3S)-3-methoxypyrrolidin-1-yl]pyrimidin-5-yl]oxymethyl]allyl]carbamate